5-(((((S)-1-ethoxy-1-oxo-3-phenylpropan-2-yl)amino)(phenoxy)phosphoryl)methyl)benzo[b]thiophene-2-carboxylic acid C(C)OC([C@H](CC1=CC=CC=C1)NP(=O)(OC1=CC=CC=C1)CC1=CC2=C(SC(=C2)C(=O)O)C=C1)=O